N12C[C@H](C(CC1)CC2)OC(N[C@@H]2C(CC1=CC(=C(C=C21)F)C2=CC(=C(C(=C2)F)OC(C)C)F)(C)C)=O (S)-quinuclidin-3-yl((R)-5-(3,5-difluoro-4-isopropoxyphenyl)-6-fluoro-2,2-dimethyl-2,3-dihydro-1H-inden-1-yl)carbamate